(1S,3S)-3-((6-(5-(((3-(tert-Butyl)-1,2,4-oxadiazol-5-yl)amino)methyl)-1-methyl-1H-1,2,3-triazol-4-yl)-2-methylpyridin-3-yl)oxy)cyclohexane-1-carboxylic acid C(C)(C)(C)C1=NOC(=N1)NCC1=C(N=NN1C)C1=CC=C(C(=N1)C)O[C@@H]1C[C@H](CCC1)C(=O)O